1-ethylethyl isothiocyanate C(C)C(C)N=C=S